C(C)(C)(C)OC(=O)N1CC(/C(/CC1)=C/F)(C(=O)O)C (E)-4-(fluoromethylene)-3-methylpiperidine-1,3-dicarboxylic acid-1-tert-butyl ester